1,5,7-trimethyl-3-((4-phenoxypiperidin-1-yl)carbonyl)-1,5-dihydro-4H-pyrrolo[3,2-c]pyridin-4-one CN1C=C(C=2C(N(C=C(C21)C)C)=O)C(=O)N2CCC(CC2)OC2=CC=CC=C2